5-(4-hydroxybutyl)-2-methyl-4-(4-(4-methylpiperazin-1-yl)piperidin-1-yl)benzene OCCCCC=1C(=CC(=CC1)C)N1CCC(CC1)N1CCN(CC1)C